[Fe].[Mg].[B] boron-magnesium iron